2-chloro-N-(3-((6-(6-methoxy-2-azaspiro[3.3]hept-2-yl)-3-nitropyridin-2-yl)oxy)propyl)-5-(trifluoromethyl)pyrimidin-4-amine ClC1=NC=C(C(=N1)NCCCOC1=NC(=CC=C1[N+](=O)[O-])N1CC2(C1)CC(C2)OC)C(F)(F)F